[N+](=O)([O-])C1=C(C=CC=C1)C(CC(C(=O)OCC)=O)=O ethyl 4-(2-nitrophenyl)-2,4-dioxobutanoate